FC1=NC(=CC=C1C=1CCN(CC1)CC=1C=NC=2C=C(C(NC2C1)=O)C=C)C(=O)NC 2-Fluoro-N-methyl-1'-((6-oxo-7-vinyl-5,6-dihydro-1,5-naphthyridin-3-yl)methyl)-1',2',3',6'-Tetrahydro-[3,4'-bipyridine]-6-carboxamide